ClC=1C=CC(=C(C(=O)NC=2C(=NC(=CC2)OC)C)C1)NC1=C(C=C(C=C1)C)OC 5-chloro-N-(6-methoxy-2-methylpyridin-3-yl)-2-((2-methoxy-4-methylphenyl)amino)benzamide